isoquinoline guanidine salt NC(=N)N.C1=NC=CC2=CC=CC=C12